([1,2,4]Triazolo[4,3-a]quinazolin-5-yl(methyl)amino)benzonitrile C1=NN=C2N1C1=CC=CC=C1C(=N2)N(C)C2=C(C#N)C=CC=C2